N1-(4-((3-amino-5-(4-(aminomethyl)-4-methylpiperidin-1-yl)pyrazin-2-yl)thio)-3-chloropyridin-2-yl)-N2,N2-dimethyloxalamide NC=1C(=NC=C(N1)N1CCC(CC1)(C)CN)SC1=C(C(=NC=C1)NC(C(=O)N(C)C)=O)Cl